tert-Butyl 3-(6-(2-fluoro-6-hydroxy-4-methylphenyl)pyridazine-3-carbonyl)piperidine-1-carboxylate FC1=C(C(=CC(=C1)C)O)C1=CC=C(N=N1)C(=O)C1CN(CCC1)C(=O)OC(C)(C)C